tert-butyl (3-(hydroxymethyl)cyclohexyl)carbamate OCC1CC(CCC1)NC(OC(C)(C)C)=O